Cl.FC1=C(C=C(C=C1)OC)C=1C(=NC(=NC1)NCC1N(CCOC1)C)C 5-(2-fluoro-5-methoxyphenyl)-4-methyl-N-((4-methylmorpholin-3-yl)methyl)pyrimidin-2-amine, hydrochloride salt